ClC=1C=CC(=NC1)C=1NC2=C(C=C(C=C2C1)[N+](=O)[O-])C=1N=CN(C1)C 2-(5-chloropyridin-2-yl)-7-(1-methyl-1H-imidazol-4-yl)-5-nitro-1H-indole